monochlorotrimethyl-methane trans-4-(((trans-4-(6-Cyano-5-methoxy-pyridin-2-yl)cyclohexyl)methyl)(3-(2-isopropyloxazol-4-yl)phenyl)carbamoyl)-cyclohexyl-methyl-carbamate C(#N)C1=C(C=CC(=N1)[C@@H]1CC[C@H](CC1)CN(C(=O)[C@@H]1CC[C@H](CC1)N(C(O)=O)C)C1=CC(=CC=C1)C=1N=C(OC1)C(C)C)OC.ClC(C)(C)C